NC1=C(N=C(C(=N1)N1CCC2(CC1)[C@@H](C1=CC=CC=C1C2)N)Br)SC2=C(C(=NC=C2)N)Cl (S)-1'-(6-amino-5-((2-amino-3-chloropyridin-4-yl)thio)-3-bromopyrazine-2-yl)-1,3-dihydrospiro[indene-2,4'-piperidine]-1-amine